C(C(CC(CN)C)CC)C(CC(CN)C)CC 4,4'-Methylenebis(2-methylhexanylamine)